C1(CCCC1)CC(=O)NC=1N=NN(C1)CCCCN1N=NC(=C1)C(=O)NCC=1C=NC(=CC1)C 1-{4-[4-(2-cyclopentylacetamido)-1H-1,2,3-triazol-1-yl]butyl}-N-[(6-methylpyridin-3-yl)methyl]-1H-1,2,3-triazole-4-carboxamide